COC([C@H](CC1=CC=C(C=C1)P(=O)(C)C)N)=O (S)-2-amino-3-(4-(dimethylphosphoryl)phenyl)propanoic acid methyl ester